BrC1=CC=C2C=CC=3C=CC=C1C32 5-bromoacenaphthylene